C1(=CC=CC=C1)C1=C2C(=NN=C(C2=CC(=C1)N1CCNCC1)N)CC phenyl-(ethyl)-7-(piperazin-1-yl)phthalazin-1-amine